8-((2-hydroxyethyl)carbamoyl)-3-nitro-1-naphthoic acid OCCNC(=O)C=1C=CC=C2C=C(C=C(C12)C(=O)O)[N+](=O)[O-]